The molecule is a member of the class of pyrimidones that is 1,2-dihydropyrimidin-2-one in which the hydrogen at position 4 is replaced by a 5,6-diamino-2-oxo-2,3,4,5-tetrahydropyrimidin-4-yl group. It has a role as a Mycoplasma genitalium metabolite. It is a pyrimidone, a ring assembly and an aminopyrimidine. C1=C(NC(=O)N=C1)C2C(C(=NC(=O)N2)N)N